OC1=CCC(N(C=C1)C#CC1=CC=C(C=C1)OC)=O 5-hydroxy-1-((4-methoxyphenyl)ethynyl)azepin-2-one